2-Amino-6-(2-cyanoethyl)-N-cyclopropyl-7-oxo-6-phenyl-4,5,6,7-tetrahydrobenzo[b]thiophene-3-carboxamide NC1=C(C2=C(S1)C(C(CC2)(C2=CC=CC=C2)CCC#N)=O)C(=O)NC2CC2